7-(Cyclopentylmethoxy)-5-fluoro-2-((piperidin-4-ylthio)methyl)quinazolin-4(3H)-one C1(CCCC1)COC1=CC(=C2C(NC(=NC2=C1)CSC1CCNCC1)=O)F